tert-butyl 3-bromo-5-(2-fluoropropan-2-yl)benzoate BrC=1C=C(C(=O)OC(C)(C)C)C=C(C1)C(C)(C)F